P(=O)(OC1OC([C@@H]([C@H]1OC(C)=O)OC(C)=O)N1C(N=C(C=C1)NO)=O)(OC)OCCSSCCCCCCCCCCCCCCCCCC ((3R,4R)-5-(2-oxo-4-(hydroxyamino) pyrimidin-1(2H)yl)-3,4-diacetoxytetrahydrofuran-2-yl) methyl (2-(octadecyldithio) ethyl) phosphate